C(C=C)(=O)N1CC(CC1)C=1N=C(N2C(=NC=CC21)N)C2=C(C=C(C(=O)NC1=NC=CC(=C1)C(F)(F)F)C=C2)C(F)(F)F 4-(1-(1-acryloylpyrrolidin-3-yl)-5-aminoimidazo[1,5-c]pyrimidin-3-yl)-3-(trifluoromethyl)-N-(4-(trifluoromethyl)pyridin-2-yl)benzamide